FC1=C(C=CC=C1)C1=CC(=CN1S(=O)(=O)C1=CC(=CC=C1)OCCCOC)C=O 5-(2-fluorophenyl)-1-{[3-(3-methoxypropoxy)phenyl]sulfonyl}-1H-pyrrole-3-formaldehyde